N=1C=CN2C1C=C(C=C2)OCC21CC(C2)(C1)CNC=1C2=C(N=CC1)NC(=C2)C N-((3-((Imidazo[1,2-a]pyridin-7-yloxy)methyl)bicyclo[1.1.1]pentan-1-yl)methyl)-2-methyl-1H-pyrrolo[2,3-b]pyridin-4-amine